1-(Benzyloxy)-2-methyl-1-oxopropan-2-yl-2-bromo-5-[4-(1,1-difluoroethyl)-3-methyl-2,6-dioxo-3,6-dihydropyrimidin-1(2H)-yl]-4-fluorobenzoate C(C1=CC=CC=C1)OC(C(C)(C)OC(C1=C(C=C(C(=C1)N1C(N(C(=CC1=O)C(C)(F)F)C)=O)F)Br)=O)=O